tert-butyl (1-(((6-amino-4-((3-chloro-4-(pyridin-2-ylmethoxy)phenyl)amino)quinazolin-7-yl) oxy)methyl)cyclopropyl)carbamate NC=1C=C2C(=NC=NC2=CC1OCC1(CC1)NC(OC(C)(C)C)=O)NC1=CC(=C(C=C1)OCC1=NC=CC=C1)Cl